rac-(3as,5r,7s,7as)-1-isopropyl-3,3,5,7-tetramethyl-5-phenyloctahydrobenzo[c]isoxazole C(C)(C)N1OC([C@@H]2[C@@H]1[C@H](C[C@](C2)(C2=CC=CC=C2)C)C)(C)C |r|